FC=1C=2N(C=C(C1)C1=CNC=3N=C(N=CC31)NC3CCOCC3)C(=CN2)CO (8-fluoro-6-(2-((tetrahydro-2H-pyran-4-yl)amino)-7H-pyrrolo[2,3-d]pyrimidin-5-yl)imidazo[1,2-a]pyridin-3-yl)methanol